FC1(CCN(CC1)C=1C=[N+](C=C(N1)C=1N=NN(C1)C1=C(C=C(C=C1)NS(=O)(=O)CC)N1CCC2(CC2)CC1)[O-])F 3-(4,4-difluoropiperidin-1-yl)-5-(1-(4-(ethylsulfonamido)-2-(6-azaspiro[2.5]octan-6-yl)phenyl)-1H-1,2,3-triazol-4-yl)pyrazine 1-oxide